C(O)(O)=O.[Zn].[Cu] copper-zinc carbonic acid